tert-butyl N-{8-fluoro-2-methyl-4-oxo-3-[(1S,2R)-2-phenylcyclobutyl]-3,4-dihydroquinazolin-5-yl}carbamate FC=1C=CC(=C2C(N(C(=NC12)C)[C@@H]1[C@H](CC1)C1=CC=CC=C1)=O)NC(OC(C)(C)C)=O